butyl (7-(2-(1-(4-amino-2-fluorophenyl)piperidin-4-yl)ethyl)-7-azaspiro[3.5]nonan-2-yl)carbamate NC1=CC(=C(C=C1)N1CCC(CC1)CCN1CCC2(CC(C2)NC(OCCCC)=O)CC1)F